O=C1N(CCN(C1)C(=O)OC(C)(C)C)C(=O)OC(C)(C)C di-tert-butyl 2-oxopiperazine-1,4-dicarboxylate